N1C[C@@H](CC1)NS(=O)(=O)C1=C(C(=C(C=C1)N1C[C@H](CC1)NC(C)=O)C1=NN=NN1)S(N)(=O)=O N-[(3S)-1-{4-[(3R)-pyrrolidin-3-ylsulfamoyl]-3-sulfamoyl-2-(1H-tetrazol-5-yl)phenyl}pyrrolidin-3-yl]acetamide